FC1=C(C#N)C=C(C=C1)OC=1C(=C2C=CN(C2=CC1F)S(=O)(=O)C1=CC=CC=C1)CN1N=CC(=C1)C(C)(CC=C)C 2-fluoro-5-((6-fluoro-4-((4-(2-methylpent-4-en-2-yl)-1H-pyrazol-1-yl)methyl)-1-(phenylsulfonyl)-1H-indol-5-yl)oxy)benzonitrile